CC=1N=CC(=NC1)CNC(=O)C1=CC2=CN(N=C2C=C1)C=1C=NC=CC1 N-[(5-methyl-2-pyrazinyl)methyl]-2-(3-pyridinyl)-2H-indazole-5-carboxamide